C(C1=CC=CC=C1)NC1=C2N=CN(C2=NC(=N1)C=1C=NC=C(C1)CN1CCOCC1)[C@H]1[C@@H]([C@@H]([C@H](O1)C(=O)NC([2H])([2H])[2H])O)O (2s,3s,4r,5r)-5-(6-(benzylamino)-2-(5-(morpholinomethyl)pyridin-3-yl)-9H-purin-9-yl)-3,4-dihydroxy-N-(methyl-d3)-tetrahydrofuran-2-carboxamide